N1CNCC(=C1)C(=O)O.O[C@H]1[C@@H](O[C@@H]([C@@H]([C@@H]1O)O)CO)ONC(=O)C=1C=NC=NC1 N-(((2s,3r,4s,5r,6r)-3,4,5-trihydroxy-6-(hydroxymethyl)tetrahydro-2H-pyran-2-yl)oxy)pyrimidine-5-carboxamide 1,2,3,4-tetrahydropyrimidine-5-carboxylate